ClC=1N=CC2=C(C(=CC=C2C1)C)C1=C2C=C(C(N(C2=CC(=C1)C=1CCOCC1)C)=O)C 5-(3-chloro-7-methylisoquinolin-8-yl)-7-(3,6-dihydro-2H-pyran-4-yl)-1,3-dimethylquinolin-2(1H)-one